C(C)(C)(C)OC(=O)N1COC([C@@H]1CCC(=O)C1=CC=C(C=C1)OCC1=CC=CC=C1)=O (S)-4-(3-(4-(benzyloxy)phenyl)-3-oxopropyl)-5-oxooxazolidine-3-carboxylic acid tert-butyl ester